bis(p-tert-butylphenyl) disulfide C(C)(C)(C)C1=CC=C(C=C1)SSC1=CC=C(C=C1)C(C)(C)C